FC1=C(C(=C(C(=C1[B-](C1=C(C(=C(C(=C1F)F)F)F)F)(C1=C(C(=C(C(=C1F)F)F)F)F)C1=C(C(=C(C(=C1F)F)F)F)F)F)F)F)F.C(CCCCCCCCCCCCCCCCC)[N+](C1=C(C(=C(C=C1)CCCCCCCC)CCCCCCCC)CCCCCCCC)(CCCCCCCCCCCCCCCCCC)CCCCCCCC N,N-dioctadecyltetraoctylanilinium tetrakis(pentafluorophenyl)borate